C(CCCCCCCCCCCCCCCCC)(=O)OCCO ethylene glycol sesquistearate